The molecule is a beta-D-glucoside resulting from the formal condensation of the 1R-hydroxy group of beta-D-glucose with the 3R-hydroxy group of chenodeoxycholate. It is a beta-D-glucoside, a 7alpha-hydroxy steroid and a carboxylic acid anion. It derives from a chenodeoxycholate and a beta-D-glucose. C[C@H](CCC(=O)[O-])[C@H]1CC[C@@H]2[C@@]1(CC[C@H]3[C@H]2[C@@H](C[C@H]4[C@@]3(CC[C@H](C4)O[C@H]5[C@@H]([C@H]([C@@H]([C@H](O5)CO)O)O)O)C)O)C